tert-butyl (S)-2-(1-amino-5-carbamoyl-4-(4-((4-(4-chlorophenyl)pyridin-2-yl)carbamoyl)phenyl)-1H-imidazol-2-yl)piperidine-1-carboxylate NN1C(=NC(=C1C(N)=O)C1=CC=C(C=C1)C(NC1=NC=CC(=C1)C1=CC=C(C=C1)Cl)=O)[C@H]1N(CCCC1)C(=O)OC(C)(C)C